8-(1-Methyl-1H-pyrazol-4-yl)-2-phenethylamino-1-propyl-1,7-dihydro-purin-6-one CN1N=CC(=C1)C1=NC=2N=C(N(C(C2N1)=O)CCC)NCCC1=CC=CC=C1